1-(5-((4-Allyl-6-fluoro-1-tosyl-1H-indol-5-yl)oxy)-2-fluorophenyl)ethan-1-one C(C=C)C1=C2C=CN(C2=CC(=C1OC=1C=CC(=C(C1)C(C)=O)F)F)S(=O)(=O)C1=CC=C(C)C=C1